1-Tert-butyl 2-bromoacetate BrCC(=O)OC(C)(C)C